CC(C(=O)OCOC=1C(=NC=CC1NC=O)C(N[C@H](C(=O)OC(C(C1=CC=CC=C1)OC1=CC=CC=C1)C)C)=O)C [4-formamido-2-[[(1S)-1-methyl-2-(1-methyl-2-phenoxy-2-phenyl-ethoxyl)-2-oxo-ethyl]carbamoyl]-3-pyridyl]oxymethyl 2-methylpropanoate